O.[Hf].[Zr] zirconium hafnium water